BrC=1C=C(C2=C(NC([C@H](CC2)NC(OC(C)(C)C)=O)=O)C1)F Tert-butyl (S)-(8-bromo-6-fluoro-2-oxo-2,3,4,5-tetrahydro-1H-benzo[b]azepin-3-yl)carbamate